FC1=C(C=C(C=C1)C=1N=NN(C1)[C@H](C(=O)N1[C@@H](C[C@H](C1)O)C(=O)NC)C(C)(C)C)C(F)(F)F (2S,4r)-1-[(2S)-2-[4-[4-fluoro-3-(trifluoromethyl)phenyl]triazol-1-yl]-3,3-dimethyl-butyryl]-4-hydroxy-N-methyl-pyrrolidine-2-carboxamide